FC1C(COCC1)=O 4-Fluorodihydro-2H-pyran-3(4H)-one